C(C)(C)P(=O)(C(C)C)CCCCCCCC 1-diisopropylphosphoryl-octane